(3-(tert-butyldiphenylsiloxy)cyclopentyl)-6-(4-((5-fluoro)2-methoxybenzoylamino-methyl)phenyl)-2-(4-methoxybenzyl)-2H-pyrazolo[4,3-c]Pyridine-7-carboxamide O([Si](C1=CC=CC=C1)(C1=CC=CC=C1)C(C)(C)C)C1CC(CC1)C=1N(N=C2C1C=NC(=C2C(=O)N)C2=CC=C(C=C2)CNC(C2=C(C=CC(=C2)F)OC)=O)CC2=CC=C(C=C2)OC